C(C)(C)(C)OC(=O)NC=1SC=C(N1)B(O)O [2-(tert-Butoxycarbonylamino)thiazol-4-yl]boronic acid